CC1(OCCC(C1)C=O)C 2,2-dimethyltetrahydropyran-4-carbaldehyde